3-(4,5-dimethyl-azol-2-yl)-2,5-diphenyl-tetrazolium CC=1C=C(NC1C)N1N([NH2+]C(=N1)C1=CC=CC=C1)C1=CC=CC=C1